2-amino-4-(2-chloroethoxy)-5-methoxybenzoic acid NC1=C(C(=O)O)C=C(C(=C1)OCCCl)OC